bis[N-(1-naphthyl)-N-phenyl-amino]biphenol ruthenium(II) [Ru+2].C1(=CC=CC2=CC=CC=C12)N(C1=CC=CC=C1)C=1C(=C(C(=CC1)O)C=1C(=CC=CC1)O)N(C1=CC=CC2=CC=CC=C12)C1=CC=CC=C1